O1CC12CCCCCC2 1-oxaspiro[2.6]nonane